1-heptyl-1-butylpyrrolidinium methanesulfonate CS(=O)(=O)[O-].C(CCCCCC)[N+]1(CCCC1)CCCC